NCCCC(=O)N1CCC(CC1)C(=O)NC1=CC(=C(C=C1)C#CCN)CO 1-(4-aminobutanoyl)-N-(4-(3-aminoprop-1-yn-1-yl)-3-(hydroxymethyl)phenyl)piperidine-4-carboxamide